ClCC(=O)[O-].[Na+] sodium monochloroacetate salt